C(#N)C=1C=C2C(=CNC2=CC1)C(=O)O 5-cyano-1H-indole-3-carboxylic acid